O[C@H]1C2(C[C@@H]1[C@H]1N3C(C4=CC=CC=C14)=CN=C3)C3CN(CC2CC3)C(=O)OC(C)(C)C tert-butyl (2'R,3'R)-2'-hydroxy-3'-((R)-5H-imidazo[5,1-a]isoindol-5-yl)-3-azaspiro[bicyclo[3.2.1]octane-8,1-cyclobutane]-3-carboxylate